diethylsilanediyl[(cyclopentadienyl)(4,7-dimethylindenyl)]zirconium dichloride [Cl-].[Cl-].C(C)[Si](=[Zr+2]C1C(=CC2=C(C=CC(=C12)C)C)C1C=CC=C1)CC